C(ON1C(CCC1=O)=O)(ON1C(CCC1=O)=O)=O disuccinimido carbonate